ClC(=C(C(C[2H])([2H])[2H])Cl)[2H] 1,2-dichlorobutene-d4